O[C@H](C(=O)[O-])[C@@H](CC1=CC=CC=C1)NC1=C(C=C(C=C1)C(NC)=O)[N+](=O)[O-] (2S,3R)-2-hydroxy-3-((4-(methylcarbamoyl)-2-nitrophenyl) amino)-4-phenylbutyrate